(R*)-1-(2-(1-aminoethyl)-6-cyclopropyl-[1,2,4]triazolo[1,5-a]pyridin-8-yl)-3-methylimidazolidine-2,4-dione N[C@H](C)C1=NN2C(C(=CC(=C2)C2CC2)N2C(N(C(C2)=O)C)=O)=N1 |o1:1|